(3S)-N-(1-(1-benzoylpyrrolidin-3-yl)-1H-imidazol-4-yl)-1-cyanopyrrolidine-3-carboxamide C(C1=CC=CC=C1)(=O)N1CC(CC1)N1C=NC(=C1)NC(=O)[C@@H]1CN(CC1)C#N